3-amino-6-(5-((S)-1,1-difluoro-2,3-dihydroxypropan-2-yl)-2-methylphenyl)-N-(3-methyltetrahydrofuran-3-yl)pyrazine-2-carboxamide NC=1C(=NC(=CN1)C1=C(C=CC(=C1)[C@@](C(F)F)(CO)O)C)C(=O)NC1(COCC1)C